C(#C)C=1SC=C(N1)C(=O)N(C1(CN(CC1)CC(F)(F)F)C)C1=CC(=CC(=C1)OC(F)(F)F)OC 2-Ethynyl-N-(3-methoxy-5-(trifluoromethoxy)phenyl)-N-(3-methyl-1-(2,2,2-trifluoroethyl)pyrrolidin-3-yl)thiazole-4-carboxamide